BrCCCNC([O-])=O.C(C)(C)(C)[N+2].BrCCCNC([O-])=O tert-butyl-nitrogen (3-bromopropyl)carbamate